Cl.NCC1=CN=C(S1)N1N=CC(=C1)CCCCN(C)C 4-(1-(5-(aminomethyl)thiazol-2-yl)-1H-pyrazol-4-yl)-N,N-dimethylbutan-1-amine hydrochloride